naphtho[2,1-b]-triphenylene C1=C2C=3C=C4C(=CC3C3=CC=CC=C3C2=CC=C1)C=CC1=CC=CC=C14